(5S)-7-(benzenesulfonyl)-3,3,5-trimethyl-12-(3-{2-[1-(trifluoromethyl)cyclopropyl]ethoxy}-1H-pyrazol-1-yl)-2,7,13-triazatricyclo[7.4.0.02,6]trideca-1(9),10,12-trien-8-one C1(=CC=CC=C1)S(=O)(=O)N1C2[C@H](CC(N2C=2N=C(C=CC2C1=O)N1N=C(C=C1)OCCC1(CC1)C(F)(F)F)(C)C)C